COC1=C(C(=NC=C1C)CS(=O)C1=NC2=C(N1)C=CC(=C2)OC(C2=CC=C(C=C2)C(C)(C)C)=O)C 2-(((4-methoxy-3,5-dimethylpyridin-2-yl)methyl)sulfinyl)-1H-benzo[d]imidazol-5-yl-4-(tert-butyl)benzoate